methyl 1-(6-(N-(6-(2-ethylphenyl)-5-(3-(2,2,2-trifluoroethoxy) phenyl) pyridin-2-yl) sulfamoyl) pyridin-2-yl)-3-methylpiperidine-3-carboxylate C(C)C1=C(C=CC=C1)C1=C(C=CC(=N1)NS(=O)(=O)C1=CC=CC(=N1)N1CC(CCC1)(C(=O)OC)C)C1=CC(=CC=C1)OCC(F)(F)F